1-(5-(1H-pyrrolo[2,3-b]pyridin-5-yl)pyridin-3-yl)-N-(4-((methylamino)methyl)phenyl)cyclopropane-1-carboxamide N1C=CC=2C1=NC=C(C2)C=2C=C(C=NC2)C2(CC2)C(=O)NC2=CC=C(C=C2)CNC